6-chloro-8-(4-chlorophenyl)-3-methyl-pyrido[3,4-d]pyrimidin-4-one ClC1=CC2=C(N=CN(C2=O)C)C(=N1)C1=CC=C(C=C1)Cl